4-{2-[1-(3,4-dichlorophenyl)-5-methyl-1H-pyrazol-3-yloxy]ethyl}piperazinecarboxylic acid ethyl ester C(C)OC(=O)N1CCN(CC1)CCOC1=NN(C(=C1)C)C1=CC(=C(C=C1)Cl)Cl